CC1=NC=C(C=N1)C1=CNC2=NC=CC(=C21)N2CC1(CCCCN1)CCC2 8-[3-(2-methylpyrimidin-5-yl)-1H-pyrrolo[2,3-b]pyridin-4-yl]-1,8-diazaspiro[5.5]undecane